[C@@H]1([C@H](O)[C@H](O)[C@@H](O)[C@@H](O1)C)O[C@H]([C@H](C=O)O)[C@@H](O)[C@H](O)CO 3-O-α-L-Rhamnopyranosyl-D-galactose